2-methyl-5,6,7,8-tetrahydronaphthalene-1,4-diol CC1=C(C=2CCCCC2C(=C1)O)O